CC1(CC(C1)C(CC(=O)OCC)O)C ethyl 3-(3,3-dimethylcyclobutyl)-3-hydroxy-propanoate